ClS(=O)(=O)C=1C=CC=C2C=CC=C(C12)C(=O)OC methyl 8-(chlorosulfonyl)-1-naphthoate